4-[[2-(2-[2-[(5-[4-[(dimethylamino)methyl]-3,5-dimethoxyphenyl]-7-methyl-8-oxo-2,7-naphthyridin-3-yl)amino]ethoxy]ethoxy)ethyl]amino]-2-(2,6-dioxopiperidin-3-yl)isoindole-1,3-dione CN(C)CC1=C(C=C(C=C1OC)C=1C=2C=C(N=CC2C(N(C1)C)=O)NCCOCCOCCNC1=C2C(N(C(C2=CC=C1)=O)C1C(NC(CC1)=O)=O)=O)OC